2-benzyl 1-(tert-butyl) (2S,4R)-4-fluoro-4-(((methylsulfonyl)oxy) methyl)pyrrolidine-1,2-dicarboxylate F[C@@]1(C[C@H](N(C1)C(=O)OC(C)(C)C)C(=O)OCC1=CC=CC=C1)COS(=O)(=O)C